C[C@H]1N(CCN(C1)C)C(=O)OC1=C(C=C2C(=CC=NC2=C1)OC1=C(C=C(C=C1)NC(=O)C1(CC1)C(NC1=CC=C(C=C1)F)=O)F)OC 4-(2-fluoro-4-(1-((4-fluorophenyl)carbamoyl)cyclopropane-1-carboxamido)phenoxy)-6-methoxyquinolin-7-yl (R)-2,4-dimethylpiperazine-1-carboxylate